(R)-11-chloro-3-methyl-3-(trifluoromethyl)-N-[6-(trifluoromethyl)pyridazin-4-yl]-1,5,8,12-tetraazatricyclo[7.3.0.02,6]dodeca-2(6),7,9,11-tetraene-5-carboxamide ClC=1C=C2N=CC=3N(C[C@](C3N2N1)(C(F)(F)F)C)C(=O)NC1=CN=NC(=C1)C(F)(F)F